FC1=C(OC[C@@H](/C=C/[C@H]2[C@@H](C[C@@H]3OC[C@H](CC[C@@H]32)CCCC(=O)OC(C)C)O)O)C=C(C=C1)F 2-Propanyl 4-{(3S,5aR,6R,7R,8aS)-6-[(1E,3R)-4-(2,5-difluorophenoxy)-3-hydroxy-1-buten-1-yl]-7-hydroxyoctahydro-2H-cyclopenta[b]oxepin-3-yl}butanoate